7-(5-CHLORO-2-METHOXYPHENYL)-N-[(2,4-DIMETHOXYPHENYL)METHYL]-N-METHYLCINNOLIN-4-AMINE ClC=1C=CC(=C(C1)C1=CC=C2C(=CN=NC2=C1)N(C)CC1=C(C=C(C=C1)OC)OC)OC